secondary butyl-cyclopentadiene C(C)(CC)C1=CC=CC1